3-bromoquinoline-6-carbonitrile BrC=1C=NC2=CC=C(C=C2C1)C#N